(2S,3R,4S)-2-[(3'-chloro-2-fluoro[1,1'-biphenyl]-3-yl)methyl]-3-[(ethanesulfonyl)amino]-4-fluoro-N,N-dimethylpyrrolidine-1-carboxamide ClC=1C=C(C=CC1)C1=C(C(=CC=C1)C[C@@H]1N(C[C@@H]([C@@H]1NS(=O)(=O)CC)F)C(=O)N(C)C)F